Tert-butyl (2R,4R)-2-methyl-4-(3-(4-(trifluoromethoxy)phenyl)ureido)piperidine-1-carboxylate C[C@H]1N(CC[C@H](C1)NC(=O)NC1=CC=C(C=C1)OC(F)(F)F)C(=O)OC(C)(C)C